(E)-4-Hydroxy-3-carboxychalcone OC1=C(C=C(C=C1)\C=C\C(=O)C1=CC=CC=C1)C(=O)O